FC(C)(F)C1=NC(=CC(=N1)NC1=CC(=NC=C1C=1SC(=CN1)C=O)NC(C)=O)C N-(4-((2-(1,1-difluoroethyl)-6-methylpyrimidin-4-yl)amino)-5-(5-formylthiazol-2-yl)pyridin-2-yl)acetamide